2-(4-(4-fluoro-3-isopropyl-2-(8-methoxy-[1,2,4]triazolo[1,5-a]pyridin-6-yl)-1H-pyrrolo[2,3-c]pyridin-5-yl)piperazin-1-yl)acetamide FC1=C2C(=CN=C1N1CCN(CC1)CC(=O)N)NC(=C2C(C)C)C=2C=C(C=1N(C2)N=CN1)OC